N-[1-[[2-chloro-5-(1-methyl-6-oxo-3-pyridyl)phenyl]methyl]-2-[4-(4-cyclopropyl-1,2,4-triazol-3-yl)anilino]-2-oxo-ethyl]-2-methyl-pyrazole-3-carboxamide ClC1=C(C=C(C=C1)C1=CN(C(C=C1)=O)C)CC(C(=O)NC1=CC=C(C=C1)C1=NN=CN1C1CC1)NC(=O)C=1N(N=CC1)C